OC(CSCC1=CC=C(C=C1)CSCC(CO)O)CO 3-[[4-(2,3-dihydroxypropylsulfanylmethyl)phenyl]methylsulfanyl]propane-1,2-diol